C(CC(O)(C(=O)OC(CCC)CCCC)CC(=O)OC(CCC)CCCC)(=O)OC(CCC)CCCC tri(4-octyl) citrate